N[C@H]1CCC=2C=3C1=C1C(=NC3C=C(C2C)F)C2=CC3=C(C(N2C1)=O)COC([C@]3(O)CC)=O (1S,9S)-1-amino-9-ethyl-5-fluoro-2,3-dihydro-9-hydroxy-4-methyl-1H,12H-benzo[de]pyrano[3',4':6,7]indolizino[1,2-b]quinoline-10,13(9H,15H)dione